C(C=C)(=O)N1CC(C1)CN1CCC(CC1)N1N=CC(=C1)C=1C=C(C=2N(C1)N=CC2C#N)OC 6-(1-(1-((1-acryloylazetidin-3-yl)methyl)piperidin-4-yl)-1H-pyrazol-4-yl)-4-methoxypyrazolo[1,5-a]pyridine-3-carbonitrile